4-(3,5-bis(trifluoromethyl)phenyl)-1,3-oxazol-2(3H)-one FC(C=1C=C(C=C(C1)C(F)(F)F)C=1NC(OC1)=O)(F)F